BrC=1C(=C(C=CC1)C(CC1CN(C1)C(=O)OC(C)(C)C)(F)F)F tert-butyl 3-(2-(3-bromo-2-fluorophenyl)-2,2-difluoroethyl)azetidine-1-carboxylate